C(CCC)O[W](OCCCC)(OCCCC)(OCCCC)(OCCCC)OCCCC hexabutoxytungsten (VI)